7-[(2S,3S,4R,5R)-3,4-dihydroxy-5-(hydroxymethyl)pyrrolidin-2-yl]-3H,4H,5H-pyrrolo[3,2-d]pyrimidin-4-one O[C@H]1[C@@H](N[C@@H]([C@H]1O)CO)C1=CNC2=C1N=CNC2=O